FC1=C(C=CC(=C1)S(=O)(=O)C)CC1CC2(CN(C2)C(=O)N2C[C@@H]3[C@@H](OCC(N3)=O)CC2)C1 (4aR,8aS)-6-[6-[(2-fluoro-4-methylsulfonyl-phenyl)methyl]-2-azaspiro[3.3]heptane-2-carbonyl]-4,4a,5,7,8,8a-hexahydropyrido[4,3-b][1,4]oxazin-3-one